4-(4-Amino-3-((4-fluorophenyl)methoxy)phenyl)-2-chloro-6-methylpyridine-3-carbonitrile NC1=C(C=C(C=C1)C1=C(C(=NC(=C1)C)Cl)C#N)OCC1=CC=C(C=C1)F